(S)-4-(4-(tert-butoxycarbonylamino)thiophen-3-yl)-6-(4-(methoxycarbonyl)phenyl)-3,6-dihydropyridine-1(2H)-carboxylic acid benzyl ester C(C1=CC=CC=C1)OC(=O)N1CCC(=C[C@H]1C1=CC=C(C=C1)C(=O)OC)C1=CSC=C1NC(=O)OC(C)(C)C